2-(10H-phenothiazin-10-yl)ethylamine C1=CC=CC=2SC3=CC=CC=C3N(C12)CCN